C(#N)C1=CC=C(C=C1)N1C(CN(CC1)C=1N=C2N(C(C1C)=O)C=C(C=C2[C@@H](C)NC2=C(C(=O)O)C=CC=C2)C)C 2-(((1R)-1-(2-(4-(4-cyanophenyl)-3-methylpiperazin-1-yl)-3,7-dimethyl-4-oxo-4H-pyrido[1,2-a]pyrimidin-9-yl)ethyl)amino)benzoic acid